COC(CC1CNCC(C1)C1=CC(=CC=C1)OC)=O 2-(5-(3-methoxyphenyl)piperidin-3-yl)acetic acid methyl ester